C(C(C)(C)C)OC(C(CC(=O)OCC(C)(C)C)C1=CC=CC=C1)=O phenyl-succinic acid dineopentyl ester